4-(3-(1-(3-(difluoromethyl)-1-(2,2-dimethylpiperidin-4-yl)-1H-pyrazol-4-yl)-1,2,3-triazol-4-yl)pyrazolo[1,5-a]pyrimidin-5-yl)morpholine FC(C1=NN(C=C1N1N=NC(=C1)C=1C=NN2C1N=C(C=C2)N2CCOCC2)C2CC(NCC2)(C)C)F